BrC1=CC(=C(O[C@H](C(=O)O)CCF)C=C1)C(C)(F)F (2S)-2-[4-bromo-2-(1,1-difluoroethyl)phenoxy]-4-fluorobutanoic acid